OCCNC(=O)C1=CC=C2C(=NC=NC2=C1)NC1=CC=C(C=C1)OC(F)(F)F 4-(4-Trifluoromethoxy-phenylamino)-quinazoline-7-carboxylic acid (2-hydroxy-ethyl)-amide